N8-benzyl-3-isopropyl-N6-(3-pyridylmethyl)-[1,2,4]triazolo[4,3-b]pyridazine-6,8-diamine C(C1=CC=CC=C1)NC=1C=2N(N=C(C1)NCC=1C=NC=CC1)C(=NN2)C(C)C